2-Bromo-9,10-dimethylacridinium triflate [O-]S(=O)(=O)C(F)(F)F.BrC1=CC2=C(C3=CC=CC=C3[N+](=C2C=C1)C)C